ClC=1C=C(C=NC1C1=NN(C=C1)C)NC(=O)C=1C=NN(C1C(F)(F)F)C1=C2C=CC=NC2=C(C=C1)F N-(5-chloro-6-(1-methyl-1H-pyrazol-3-yl)pyridin-3-yl)-1-(8-fluoroquinolin-5-yl)-5-(trifluoromethyl)-1H-pyrazole-4-carboxamide